6-(6-(4-((6-methoxypyridin-3-yl)oxy)piperidin-1-yl)-5-methylpyrimidin-4-yl)-2-oxa-6-azaspiro[3.3]heptane COC1=CC=C(C=N1)OC1CCN(CC1)C1=C(C(=NC=N1)N1CC2(COC2)C1)C